C=CC=C Buta-1,3-Diene